C(CCCCCCCC)([O-])[O-] nonanediolate